FC=1C=C(C=C2C=CC(=NC12)C1COCC1)CN1C[C@H](CC1)OC=1C=C2CN(C(C2=CC1)=O)[C@@H]1C(NC(CC1)=O)=O (3S)-3-(5-(((3S)-1-((8-fluoro-2-(tetrahydrofuran-3-yl)quinolin-6-yl)methyl)pyrrolidin-3-yl)oxy)-1-oxoisoindolin-2-yl)piperidine-2,6-dione